di-adenosine tetraphosphate OP(O)(=O)OP(=O)(O)OP(=O)(O)OP(=O)(O)O.[C@@H]1([C@H](O)[C@H](O)[C@@H](CO)O1)N1C=NC=2C(N)=NC=NC12.[C@@H]1([C@H](O)[C@H](O)[C@@H](CO)O1)N1C=NC=2C(N)=NC=NC12